FC(C(=O)O)(F)F.FC(C(=O)O)(F)F.NCC(CC=1N(C(NN1)=O)CC=1SC(=CC1)C=1C=NC(=CC1)N1CCNCC1)=C(F)F [2-(aminomethyl)-3,3-difluoro-allyl]-4-[[5-(6-piperazin-1-yl-3-pyridinyl)-2-thienyl]methyl]-1,2,4-triazol-3-one bistrifluoroacetate salt